4-(benzyloxy)-6,6-difluoro-5-methylene-5,6,7,8-tetrahydroquinoline C(C1=CC=CC=C1)OC1=CC=NC=2CCC(C(C12)=C)(F)F